FC(C=1C=CC=2N(C1)C(=NN2)N)(F)F 6-(trifluoromethyl)-[1,2,4]Triazolo[4,3-a]Pyridin-3-ylamine